Cl.CN(CCCNC(=O)Cl)C 3-(dimethylamino)propylcarbamoyl chloride hydrochloride